C(C)(C)(C)OC(=O)N1CCC(=CC1)C=1C=2N(C=C(C1)S(NC1(CC1)C)(=O)=O)C(=NC2Cl)C=2SC(=NN2)C(F)F tert-butyl-4-(1-chloro-3-(5-(difluoromethyl)-1,3,4-thiadiazol-2-yl)-6-(N-(1-methylcyclopropyl)sulfamoyl)imidazo[1,5-a]pyridin-8-yl)-3,6-dihydropyridine-1(2H)-carboxylate